2-(((1S)-1-(5-(2,3-bis(4-methoxyphenyl)cyclopropyl)-1,2,4-oxadiazol-3-yl)ethyl)carbamoyl)-4-methoxypyridin-3-yl butyrate C(CCC)(=O)OC=1C(=NC=CC1OC)C(N[C@@H](C)C1=NOC(=N1)C1C(C1C1=CC=C(C=C1)OC)C1=CC=C(C=C1)OC)=O